C(#N)C1=CC(=C(C=C1)C1=NC=C(C=N1)CCNC(OC(C)(C)C)=O)S(=O)C1=CN=NC(=C1)N1CCCCC1 tert-Butyl N-[2-[2-[4-cyano-2-(6-piperidin-1-ylpyridazin-4-yl)sulfinylphenyl]pyrimidin-5-yl]ethyl]carbamate